BrC1=C(C(=O)[O-])C=CC(=C1)C(=O)[O-].[Na+].[Na+] disodium 2-bromoterephthalate